Ethyl (S)-1-(N,O-dimethyl-N-(2-oxo-4-(o-tolyl)-2H-chromen-7-yl)seryl)piperidine-3-carboxylate CN([C@@H](COC)C(=O)N1C[C@H](CCC1)C(=O)OCC)C1=CC=C2C(=CC(OC2=C1)=O)C1=C(C=CC=C1)C